4-methyl-N-(piperidin-3-yl)thiophene-3-carboxamide CC=1C(=CSC1)C(=O)NC1CNCCC1